N-(4-((S)-2-(5-Chloropyridin-2-yl)propyl)-6-(((R)-1-hydroxy-4-methylpentan-2-yl)amino)-1,3,5-triazin-2-yl)methanesulfonamide ClC=1C=CC(=NC1)[C@H](CC1=NC(=NC(=N1)N[C@@H](CO)CC(C)C)NS(=O)(=O)C)C